C(C=C)C(C(C(C(=O)[O-])(CC=C)CC=C)(O)C(=O)[O-])C(=O)[O-] Triallylcitrat